N-nonanoylsuccinimide C(CCCCCCCC)(=O)N1C(CCC1=O)=O